O[C@H]1C[C@H](CCC1)C1=NC2=CC=C(C=C2C=C1)C=O 2-((1S,3r)-3-hydroxycyclohexyl)quinoline-6-carbaldehyde